COC=1C=CC2=C(C1)CO[C@@H]1[C@H]2NCCC1 cis-(4aS,10bS)-8-methoxy-2,3,4,4a,6,10b-hexahydro-1H-isochromeno[4,3-b]pyridine